N-{(6S,7aS)-2-[5-(2,6-difluorophenyl)imidazo[1,2-a]pyridin-3-yl]-3-oxohexahydro-1H-pyrrolo[1,2-c]imidazol-6-yl}ethanesulfonamide FC1=C(C(=CC=C1)F)C1=CC=CC=2N1C(=CN2)N2C(N1[C@H](C2)C[C@@H](C1)NS(=O)(=O)CC)=O